C(C)(C)(C)OC(=O)N1CC2(C1)CC(C2)N2N=CC(=C2)C(=O)OCC.ClC2=C(C(=CC=C2)O)N=C(C)CC(C)=NC2=C(C=CC=C2O)Cl 2,4-bis(2-chloro-6-hydroxyphenylimino)pentane tert-butyl-6-(4-(ethoxycarbonyl)-1H-pyrazol-1-yl)-2-azaspiro[3.3]heptane-2-carboxylate